3-chloro-2-(2,2-dimethoxyethoxy)-5-[1-methyl-1-[4-[(2-methylsulfonylpyrimidin-4-yl)methoxy]phenyl]ethyl]benzonitrile ClC=1C(=C(C#N)C=C(C1)C(C)(C1=CC=C(C=C1)OCC1=NC(=NC=C1)S(=O)(=O)C)C)OCC(OC)OC